3-(1-piperazinyl)-1,2-propanediol N1(CCNCC1)CC(CO)O